CC1=CC=C(C=C1)S(=O)(=O)OC1=C2N=CN(C2=NC(=N1)N1CCOCC1)C1=CC(=NC=C1)C 9-(2-Methylpyridin-4-yl)-2-morpholino-9H-purin-6-yl 4-methylbenzenesulfonate